COC(=O)C=1N=C(NC1C)C1=NC=CC(=C1)C=1C=NC=C(C1)N1CCOCC1 Methyl-5-methyl-2-(5-morpholin-4-yl-3,4'-bipyridin-2'-yl)-1H-imidazol-4-carboxylat